FC1CN(C1)CCCC=1OC(=C(N1)C)C=O (2-(3-(3-fluoroazetidin-1-yl)propyl)-4-methyloxazol-5-yl)methanone